4''-((2-Ethyl-5,7-dimethyl-3H-imidazo[4,5-b]pyridin-3-yl)methyl)-[1,1':3',1''-terphenyl]-4'-carbohydrazide C(C)C1=NC=2C(=NC(=CC2C)C)N1CC1=CC=C(C=C1)C=1C=C(C=CC1C(=O)NN)C1=CC=CC=C1